Acryloyloxyoctylmethyldiethoxysilane C(C=C)(=O)OCCCCCCCC[Si](OCC)(OCC)C